SCCC[Si](OC(C)C)(OC(C)C)OC(C)C γ-mercaptopropyltriisopropoxysilane